C(#N)C1=C(C=CC(=C1)C=1C=NC(=CC1)C=1C=NN(C1NC1=NC(=CN=C1)OC1CC1)C)C1(CC1)C(=O)O 1-[2-cyano-4-[6-[5-[[6-(cyclopropyloxy)pyrazin-2-yl]amino]-1-methyl-pyrazol-4-yl]-3-pyridinyl]phenyl]cyclopropanecarboxylic acid